C12COCC(COC1)N2C2=NC(=NC(=N2)N2C1COCC2COC1)C=1C(=CC(=NC1)N)C(F)F 5-[4,6-bis(3,7-dioxa-9-azabicyclo[3.3.1]non-9-yl)-1,3,5-triazin-2-yl]-4-(difluoromethyl)pyridin-2-amine